COB1OC(C2=C1C=CC(=C2)NC2=NC=C(C(=C2)N[C@H](CO)C2=CC=CC=C2)C2=NC=NO2)(C)C (S)-2-((2-((1-methoxy-3,3-dimethyl-1,3-dihydrobenzo[c][1,2]oxaborol-5-yl)amino)-5-(1,2,4-oxadiazol-5-yl)pyridin-4-yl)amino)-2-phenylethan-1-ol